3-bromo-2-fluoro-6-(1H-imidazol-2-yl)phenol BrC=1C(=C(C(=CC1)C=1NC=CN1)O)F